C1(CCCCC1)C[C@@H]1N(CCN(C1)S(=O)(=O)C)C1=NC=C2C(=N1)N(N=C2C=2C(=C(C(=C(C2)C(F)(F)F)F)O)F)C (S)-3-(6-(2-(Cyclohexylmethyl)-4-(methylsulfonyl)piperazin-1-yl)-1-methyl-1H-pyrazolo[3,4-d]pyrimidin-3-yl)-2,6-difluoro-5-(trifluoromethyl)phenol